FC(C(=O)O)(F)F.C(C)(=O)N1CCN(CC1)C1=CC(=C(C=C1)NC(=O)C=1C=NN2C1N=C(C=C2)N[C@H]2CNCCC2)OC (R)-N-(4-(4-acetylpiperazin-1-yl)-2-methoxyphenyl)-5-(piperidin-3-ylamino)pyrazolo[1,5-a]pyrimidine-3-carboxamide trifluoroacetate